(+)-O,O'-di-p-toluoyl-D-tartaric acid CC1=CC=C(C=C1)C(=O)O[C@@H]([C@@H](C(=O)O)OC(=O)C2=CC=C(C=C2)C)C(=O)O